C(C1=CC=CC=C1)C=1N=C(C2=C(NC3=CC(=CC=C23)C=2N=NN(N2)C)N1)C1(CCC(CC1)N)N 1-(2-benzyl-7-(2-methyl-2H-tetrazol-5-yl)-9H-pyrimido[4,5-b]Indol-4-yl)cyclohexane-1,4-diamine